O[C@H]1[C@@H]([C@H](N(C1)C(=O)OCC1=CC=CC=C1)C(=O)OC)C 1-benzyl 2-methyl (2S,3R,4S)-4-hydroxy-3-methylpyrrolidine-1,2-dicarboxylate